FC=1C=C(OC2=CC=C3CCN(CC3=C2)C(=O)C2CN(C2)C)C=CC1C(F)(F)F (7-(3-fluoro-4-(trifluoro-methyl)phenoxy)-3,4-dihydroisoquinolin-2(1H)-yl)(1-methylazetidin-3-yl)methanone